ClC1=CC=C(C=C1)CC1=NC=C(C(=N1)OC1=CC(=C(C=C1)CC1=NC2=C(N1C[C@H]1OCC1)C=C(C=C2)C(=O)O)F)F 2-{[4-({2-[(4-chlorophenyl)methyl]-5-fluoropyrimidin-4-yl}oxy)-2-fluorophenyl]methyl}-1-{[(2S)-oxetan-2-yl]methyl}-1H-1,3-benzodiazole-6-carboxylic acid